CC1=C(C=C(C=C1)C1=NN=C(N1)C1=CC=CC=C1)S(=O)(=O)N1CCC2(CCCO2)CC1 8-((2-Methyl-5-(5-phenyl-4H-1,2,4-triazol-3-yl)phenyl)sulfonyl)-1-oxa-8-azaspiro[4.5]decane